6-fluoro-1-benzofuran-2-carboxylic acid FC1=CC2=C(C=C(O2)C(=O)O)C=C1